bis(2,2,2-trifluoroethyl)-[4-({[(2,2,2-trifluoroethoxy)carbonyl]amino}-methyl) octane-1,8-diyl]biscarbamate FC(COC(NCCCC(CCCCNC(OCC(F)(F)F)=O)CNC(=O)OCC(F)(F)F)=O)(F)F